(2R)-3-hydroxy-2-methylpropionic acid OC[C@H](C(=O)O)C